C(C)N1C2=C([C@@H]([C@@H](C1=O)NC(C1=CC(=CC=C1)C(F)(F)F)=O)C1=CC=C(C=C1)F)C(=NN2C2=CC=CC=C2)CN2CCN(CC2)C N-[(4S,5S)-7-ethyl-4-(4-fluorophenyl)-3-[(4-methylpiperazin-1-yl)methyl]-6-oxo-1-phenyl-1H,4H,5H,6H,7H-pyrazolo[3,4-b]pyridin-5-yl]-3-(trifluoromethyl)benzamide